N1(CNCC2=CC=CC=C12)C(=O)O.OC1=C(C(=CC(=C1CC(CC=C(C)C)C(=C)C)O)OC)C(\C=C\C1=CC=C(C=C1)O)=O (E)-1-(2,4-dihydroxy-6-methoxy-3-(5-methyl-2-(prop-1-en-2-yl)hex-4-en-1-yl)phenyl)-3-(4-hydroxyphenyl)prop-2-en-1-one 3,4-dihydroquinazoline-1(2H)-carboxylate